FC(O[C@@H]1C[C@H](N(C1)C(CNC(=O)C=1SC(=CC1)C1=NC=CC=C1)=O)C(=O)NCC1=CC=2C=NC=CC2N1)F (2S,4R)-4-(difluoromethoxy)-1-[2-[[5-(2-pyridyl)thiophene-2-carbonyl]amino]acetyl]-N-(1H-pyrrolo[3,2-c]pyridin-2-ylmethyl)pyrrolidine-2-carboxamide